CC1(NC(CC(C1)C(C(C(C(=O)[O-])(C(=O)[O-])C1CC(NC(C1)(C)C)(C)C)(C(=O)[O-])C1CC(NC(C1)(C)C)(C)C)(C(=O)[O-])C1CC(NC(C1)(C)C)(C)C)(C)C)C tetrakis(2,2,6,6-tetramethyl-4-piperidyl)propane-1,1,2,3-tetracarboxylate